O=C1C(CCC1)N1C(C2=CC=CC=C2C1=O)=O 2-(2-oxocyclopentyl)isoindoline-1,3-dione